N-methyl-3-indoleformaldehyde hydrazone CN1C=C(C2=CC=CC=C12)C=NN